CC1C(CC1O)O 2-methyl-1,3-cyclobutanediol